Cl.CNC/C=C/C=1C=C2C(=NC1)NC([C@@]21CC2=C(C=NC(=C2)C(=O)OC(C)C)C1)=O isopropyl (R,E)-5'-(3-(methylamino)prop-1-en-1-yl)-2'-oxo-1',2',5,7-tetrahydrospiro[cyclopenta[c]pyridine-6,3'-pyrrolo[2,3-b]pyridine]-3-carboxylate hydrochloride salt